1-(5-t-butylisoOxazol-3-yl)-2-hydroxy-4-methoxy-3-methyl-2H-pyrrol-5-one C(C)(C)(C)C1=CC(=NO1)N1C(C(=C(C1=O)OC)C)O